13-(6-aminohexanamido)-6,20-bis((2-carboxyethoxy)methyl)-8,18-dioxo-4,11,15,22-tetraoxa-7,19-diazapentacosanedioic acid NCCCCCC(=O)NC(COCCC(NC(COCCC(=O)O)COCCC(=O)O)=O)COCCC(NC(COCCC(=O)O)COCCC(=O)O)=O